4-Hydroxybutylvinylether OCCCCOC=C